N-(2-hydroxyethyl)benzamid OCCNC(C1=CC=CC=C1)=O